N-cyclopropyl-4'-(3-hydroxycyclopentane-1-carbonyl)-6-methyl-[1,1'-biphenyl]-3-carboxamide C1(CC1)NC(=O)C=1C=C(C(=CC1)C)C1=CC=C(C=C1)C(=O)C1CC(CC1)O